(+/-)-N5-((1R,5S,6r)-3-oxabicyclo[3.1.0]hexan-6-yl)-3-(hydroxymethyl)-N7-methyl-3-phenyl-2,3-dihydrobenzofuran-5,7-dicarboxamide [C@H]12COC[C@@H]2C1NC(=O)C=1C=C(C2=C(C(CO2)(C2=CC=CC=C2)CO)C1)C(=O)NC